2,5-dihydroxyphenylacetylene OC1=C(C=C(C=C1)O)C#C